C(C=C)(=O)N1C[C@@H]2N(C(C=3C=C(C(=C4C=NN(C34)CC2)C2=CC=C(C=3SC(=C(C32)C#N)N)F)F)=O)CC1 (S)-4-((R)-10-propenoyl-2-fluoro-14-oxo-8,8a,9,10,11,12-hexahydro-7H,14H-pyrazino[1',2':5,6][1,5]diazocino[3,2,1-hi]indazol-3-yl)-2-amino-7-fluorobenzo[b]thiophene-3-carbonitrile